2'-ethoxy-5-[(2R)-2-ethylpiperazin-1-yl]-6-{[(3R)-1-methylpyrrolidin-3-yl]oxy}-2,3'-bipyridine trihydrochloride Cl.Cl.Cl.C(C)OC1=NC=CC=C1C1=NC(=C(C=C1)N1[C@@H](CNCC1)CC)O[C@H]1CN(CC1)C